COC(CC(C)O)(C)C 4-methoxy-4-methyl-2-pentanol